Bis-biphenyl-4-yl-(7-dibenzofuran-4-yl-9,9-diphenyl-9H-fluoren-4-yl)-amine C1(=CC=C(C=C1)N(C1=CC=CC=2C(C3=CC(=CC=C3C12)C1=CC=CC2=C1OC1=C2C=CC=C1)(C1=CC=CC=C1)C1=CC=CC=C1)C1=CC=C(C=C1)C1=CC=CC=C1)C1=CC=CC=C1